FC1=C(C(=C(C=C1OC)OC)F)C1=CC2=C(N=C(N=C2)SC)C(N1)=O 6-(2,6-difluoro-3,5-dimethoxyphenyl)-2-(methylthio)pyrido[3,4-d]pyrimidine-8(7H)-one